(R)-4-[1-(methylamino)ethyl]-2H-isoquinolin-1-one hydrochloride Cl.CN[C@H](C)C1=CNC(C2=CC=CC=C12)=O